6-(4-Ethyl-3-(hydroxymethyl)-5-oxo-4,5-dihydro-1H-1,2,4-triazol-1-yl)-7-Fluoro-4-isopropyl-2-(4-methylpyridazin-3-yl)isoquinolin-1(2H)-one C(C)N1C(=NN(C1=O)C=1C=C2C(=CN(C(C2=CC1F)=O)C=1N=NC=CC1C)C(C)C)CO